Br.[BrH2+].NCCSC(N)=[NH2+] S-(2-aminoethyl)isothiouronium bromonium hydrobromide